4-hexyldecyl 8-[2-[2-[2-(tert-butoxycarbonylamino)ethoxy]ethoxy]ethyl-[8-(4-hexyldecoxy)-8-oxo-octyl]amino]octanoate C(C)(C)(C)OC(=O)NCCOCCOCCN(CCCCCCCC(=O)OCCCC(CCCCCC)CCCCCC)CCCCCCCC(=O)OCCCC(CCCCCC)CCCCCC